BrC1=C2[C@@H](COC3(CCOCC3)C2=CC=C1)C (S)-5-bromo-4-methyl-2',3',5',6'-tetrahydrospiro[isochromane-1,4'-pyran]